FC=1C=C(C=CC1F)C1=NC(=NO1)C=1C=NC(=CC1)C 5-(3,4-difluorophenyl)-3-(6-methylpyridin-3-yl)-1,2,4-oxadiazole